N-arachidonoyl-arginine C(CCC\C=C/C\C=C/C\C=C/C\C=C/CCCCC)(=O)N[C@@H](CCCNC(N)=N)C(=O)O